ClC1=C(C=CC(=C1)Cl)C1NS(N(C=C1C(=O)OCC)CC1=CC=C(C=C1)C(NO)=O)(=O)=O Ethyl 3-(2,4-dichlorophenyl)-6-(4-(hydroxycarbamoyl)benzyl)-3,6-dihydro-2H-1,2,6-thiadiazine-4-carboxylate 1,1-dioxide